m-trifluoromethoxyacetophenone FC(OC=1C=C(C=CC1)C(C)=O)(F)F